6-chloro-3-fluoro-1-[[2-(trimethylsilyl)ethoxy]methyl]pyrrolo[3,2-c]pyridine-2-carbaldehyde ClC1=CC2=C(C=N1)C(=C(N2COCC[Si](C)(C)C)C=O)F